(R)-(+)-1-(2,3-difluorophenyl)propyl isocyanate FC1=C(C=CC=C1F)[C@@H](CC)N=C=O